3-((tert-Butyldimethylsilyl)oxy)-4,4-dimethyl-5-oxopiperidine-1-carboxylic acid tert-butyl ester C(C)(C)(C)OC(=O)N1CC(C(C(C1)=O)(C)C)O[Si](C)(C)C(C)(C)C